ClC=1C=C2[C@H](CC(OC2=CC1)(C)C)NC(=O)[C@H]1[C@@H](C1)[C@@H](CCOC)N1C(NC(CC1=O)(CC)CC)=N (1R,2R)-N-[(4S)-6-chloro-2,2-dimethyl-chroman-4-yl]-2-[(1R)-1-(4,4-diethyl-2-imino-6-oxo-hexahydropyrimidin-1-yl)-3-methoxy-propyl]cyclopropanecarboxamide